8-(4-cyano-3-(((S)-1-methylpyrrolidin-2-yl)methoxy)-5,6,7,8-tetrahydro-2,6-naphthyridin-1-yl)-3,8-diazabicyclo[3.2.1]octane-3-carboxylic acid tert-butyl ester C(C)(C)(C)OC(=O)N1CC2CCC(C1)N2C2=NC(=C(C=1CNCCC21)C#N)OC[C@H]2N(CCC2)C